FC(C=1C=NN2C1C(=NC(=C2)C=2C=NN(C2)C)O[C@@H]2C[C@H](C2)N(C(OC(C)(C)C)=O)C)F tert-butyl ((trans)-3-((3-(difluoromethyl)-6-(1-methyl-1H-pyrazol-4-yl)pyrazolo[1,5-a]pyrazin-4-yl)oxy)cyclobutyl)(methyl)carbamate